C(C1=CC=CC=C1)C=1N(C=2C(=C3CC[C@@H](N(C3=CC2)C(=O)OC)C)N1)[C@@H]1C[C@H](CCC1)C(=O)O (1S,3S)-3-[(7S)-2-benzyl-6-methoxycarbonyl-7-methyl-8,9-dihydro-7H-imidazo[4,5-f]quinolin-3-yl]cyclohexanecarboxylic acid